(S)-1-(6-(2-aminoethoxy)-8,9-difluoro-1,4-dihydro-2H-pyrano[3,4-c]isoquinolin-1-yl)-3-(3-(difluoromethyl)-4-fluorophenyl)-1-methylurea NCCOC1=NC2=C(C=3C=C(C(=CC13)F)F)[C@@H](COC2)N(C(=O)NC2=CC(=C(C=C2)F)C(F)F)C